BrC=1C=C(C(=O)Cl)C=C(N1)Br 2,6-dibromo-isonicotinic acid chloride